2-(4,4-Dimethyl-1-piperidyl)-6-(3-fluoro-5-isobutoxyphenyl)-N-(2-pyridylsulfonyl)pyridin-3-carboxamid CC1(CCN(CC1)C1=NC(=CC=C1C(=O)NS(=O)(=O)C1=NC=CC=C1)C1=CC(=CC(=C1)OCC(C)C)F)C